The molecule is the sesquihydrate of the sodium salt of bromfenac. It is used for the management of ocular pain and treatment of postoperative inflammation in patients who have undergone cataract extraction. It has a role as a non-steroidal anti-inflammatory drug and a non-narcotic analgesic. It contains a bromfenac sodium salt. C1=CC(=C(C(=C1)C(=O)C2=CC=C(C=C2)Br)N)CC(=O)[O-].C1=CC(=C(C(=C1)C(=O)C2=CC=C(C=C2)Br)N)CC(=O)[O-].O.O.O.[Na+].[Na+]